Cl.ClC1=CC(=C(CC(N)C2CCNCC2)C=C1)OCC1CC1 (4-chloro-2-(cyclopropylmethoxy)benzyl)-1-(piperidin-4-yl)methanamine hydrochloride